methyl 3-(4-bromobutoxy)-4-methoxybenzoate BrCCCCOC=1C=C(C(=O)OC)C=CC1OC